2-chloro-4,4-dimethyl-5,6-dihydrobenzo[b]thiophen-7(4H)-one ClC1=CC2=C(S1)C(CCC2(C)C)=O